C(C)C(COP(O)(=O)CC(CCCC)CC)CCCC (2-ethyl-hexyl)(2-ethyl-hexyl)phosphonic acid